CC1=C(OC2=C(C=C(C=C2C1=O)C)C(C)NC1=C(C(=O)O)C=CC=C1)C1=CC=C(C=C1)S(=O)(=O)C 2-((1-(3,6-Dimethyl-2-(4-(methylsulfonyl)phenyl)-4-oxo-4H-chromen-8-yl)ethyl)amino)benzoic acid